1-(7-(3-fluoro-4-(trifluoromethyl)phenoxy)-3,4-dihydroisoquinolin-2(1H)-yl)prop-2-en-1-one FC=1C=C(OC2=CC=C3CCN(CC3=C2)C(C=C)=O)C=CC1C(F)(F)F